P(=O)(OCN1C(OC2=C1C=C(C=C2)NC2=NC(=NC=C2C)NC2=CC=C(C=C2)C(NC2CCC2)=O)=O)(O)O (5-(2-(4-(cyclobutylcarbamoyl)phenylamino)-5-methylpyrimidin-4-ylamino)-2-oxobenzo[d]oxazol-3(2H)-yl)methyl dihydrogen phosphate